3-(1-(2,6-diisopropylphenyl)-1H-imidazol-2-yl)-N-phenyl-N-(3-(pyridin-2-yl)phenyl)aniline C(C)(C)C1=C(C(=CC=C1)C(C)C)N1C(=NC=C1)C=1C=C(N(C2=CC(=CC=C2)C2=NC=CC=C2)C2=CC=CC=C2)C=CC1